CC1=C(C=2C(=NC=CC2)N1S(=O)(=O)C1=CC=C(C)C=C1)C1=NC(=CC(=N1)NC1C(C2CCC1CC2)C(=O)OC)C2=CC=CC=C2 (+/-)-trans-methyl 3-((2-(2-methyl-1-tosyl-1H-pyrrolo[2,3-b]pyridin-3-yl)-6-phenyl pyrimidin-4-yl)amino)bicyclo[2.2.2]octane-2-carboxylate